4-methoxy-N-[(1R,3S)-3-[[5-methyl-2-(trifluoromethyl)-4-quinolyl]amino]cyclohexyl]benzamide COC1=CC=C(C(=O)N[C@H]2C[C@H](CCC2)NC2=CC(=NC3=CC=CC(=C23)C)C(F)(F)F)C=C1